CN1C=NC(=C1)C=1C=C(C(=O)N2CCC(CC2)CCN2CCN(CC2)C=2C=C3C(N(C(C3=CC2)=O)C2C(N(C(CC2)=O)C)=O)=O)C=CC1NCC1=CC=C(C=C1)C(F)(F)F 5-(4-(2-(1-(3-(1-Methyl-1H-imidazol-4-yl)-4-((4-(trifluoromethyl)benzyl)amino)benzoyl)piperidin-4-yl)ethyl)piperazin-1-yl)-2-(1-methyl-2,6-dioxopiperidin-3-yl)isoindoline-1,3-dione